SCSC(SCS)CSCS 3-mercaptomethylthio-1,6-dimercapto-2,5-dithiahexane